3-(benzylamino)-4-(cyclohexylamino)-N-(2-methoxyethyl)benzenesulfonamide 1-amino-4-[4-aminophenylamino]-9,10-dioxo-9,10-dihydroanthracene-2-sulfonate NC1=C(C=C(C=2C(C3=CC=CC=C3C(C12)=O)=O)NC1=CC=C(C=C1)N)S(=O)(=O)O.C(C1=CC=CC=C1)NC=1C=C(C=CC1NC1CCCCC1)S(=O)(=O)NCCOC